C(C)C=1C=CC=2N(C3=CC=C(C=C3C2C1)CC)C1=CC=C(C=C1)CC 3,6-diethyl-9-(4-ethylphenyl)-9H-carbazole